C(C)(C)(C)NC(NC1=NC2=NC(=CC=C2C=C1C=1C=C(OCCC2N(CCCC2)C(=O)OC(C)(C)C)C=CC1OC)NCCCCC)=O tert-butyl 2-(2-(3-(2-(3-(tert-butyl)ureido)-7-(pentylamino)-1,8-naphthyridin-3-yl)-4-methoxyphenoxy)ethyl)piperidine-1-carboxylate